3',5'-dimethylspiro[cyclopropane-1,6'-thieno[2,3-c]pyrrol]-4'(5'H)-one CC1=CSC=2C3(N(C(C21)=O)C)CC3